[Si](C)(C)(C(C)(C)C)O[C@@H]1[C@H](C[C@H]([C@@H]1OC)N1C(NC(C=C1)=O)=O)CCP(OCC)(OCC)=O Diethyl (2-((1R,2R,3S,4R)-2-((tert-butyldimethylsilyl)oxy)-4-(2,4-dioxo-3,4-dihydro-pyrimidin-1(2H)-yl)-3-methoxycyclopentyl)ethyl)phosphonate